FC1=C2C(N(C(C2=C(C(=C1F)F)F)=O)C#N)=O 4,5,6,7-tetrafluoro-1,3-dioxoisoindoline-2-carbonitrile